1-(3-Chloropropyl)piperidine hydrochloride Cl.ClCCCN1CCCCC1